FC(C(=O)O)(F)F.N1C=NC=C1C(=O)N 1H-imidazole-5-carboxamide trifluoroacetate